monononyl phosphite monosodium salt [Na+].P(OCCCCCCCCC)([O-])O